N1CC2=C3C(C=CC=C13)=CC=C2 1,2-dihydrobenzo[cd]indol